4-methyltetrahydro-2H-pyridine CC1CCNCC1